1-(5-benzyl-4-(4-chlorobenzoyl)-2-methylfuran-3-yl)ethan-1-one C(C1=CC=CC=C1)C1=C(C(=C(O1)C)C(C)=O)C(C1=CC=C(C=C1)Cl)=O